6-(5-bromo-2-nitro-phenyl)-6-azaspiro[2.5]octane BrC=1C=CC(=C(C1)N1CCC2(CC2)CC1)[N+](=O)[O-]